ClC1=CC2=C(N(C(C(N2C)=O)=O)C2CCN(CC2)C2=NC=C(C=N2)S(=O)(=O)NC)N=C1 2-(4-(7-chloro-1-methyl-2,3-dioxo-2,3-dihydropyrido[2,3-b]pyrazin-4(1H)-yl)piperidin-1-yl)-N-methylpyrimidine-5-sulfonamide